spiro[3.5]nonane-7-carboxamide hydrochloride Cl.C1CCC12CCC(CC2)C(=O)N